C1(CC1)C=1N=NN(C1)C(C(=O)N1C(CC(C1)O)C(=O)N)C(C)(C)C 1-(2-(4-cyclopropyl-1H-1,2,3-triazol-1-yl)-3,3-dimethylbutyryl)-4-hydroxypyrrolidine-2-carboxamide